NC=1C=C(C=C(C1)C(F)(F)F)C(C)NC1=NN=C(C2=CC(=C(C=C12)NC)C(=O)N1CCOCC1)C (1-((1-(3-amino-5-(trifluoromethyl)phenyl)ethyl)amino)-4-methyl-7-(methylamino)phthalazin-6-yl)(morpholino)methanone